C(C(C)C)NC(CN1N=C(C=CC1=O)C1=CC=C(C=C1)OC)=O N-isobutyl-2-(3-(4-methoxyphenyl)-6-oxopyridazin-1(6H)-yl)acetamide